NC1=C(C=CC(=C1)NCC=1N=C2N(C=C(C=C2F)C2CC2)C1)S(=O)(=O)NC(OC(C)(C)C)=O tert-butyl ((2-amino-4-(((6-cyclopropyl-8-fluoroimidazo[1,2-a]pyridin-2-yl)methyl)amino)phenyl)sulfonyl)carbamate